tert-butyl N-[2-[2-[2-(4-chloro-7-hydroxy-6,7-dihydro-5H-cyclopenta[d]pyridazin-1-yl)-5-fluoro-phenoxy]ethoxy]ethyl]carbamate ClC=1C2=C(C(=NN1)C1=C(OCCOCCNC(OC(C)(C)C)=O)C=C(C=C1)F)C(CC2)O